2-{3-[(tert-Butyldiphenylsilyl)oxy]-5-fluorophenyl}-4-fluoro-1-phenyl-6-(pyridin-2-ylamino)-1,2-dihydro-3H-indazol-3-one [Si](C1=CC=CC=C1)(C1=CC=CC=C1)(C(C)(C)C)OC=1C=C(C=C(C1)F)N1N(C2=CC(=CC(=C2C1=O)F)NC1=NC=CC=C1)C1=CC=CC=C1